FC1=C(N)C(=CC(=C1)C(F)(F)F)C 2-Fluoro-6-methyl-4-(trifluoromethyl)aniline